(Z)-6-Bromohexyl carbonate C(OCCCCCCBr)([O-])=O